1,3-dihexadecylimidazole bromide [Br-].C(CCCCCCCCCCCCCCC)N1CN(C=C1)CCCCCCCCCCCCCCCC